CC1=CC(=NC=C1OC1=CC(=C2C(=N1)N(C=N2)C)NC=2N=NC(=CC2)N2CCOCC2)C#N 4-methyl-5-[3-methyl-7-(6-morpholin-4-yl-pyridazin-3-ylamino)-3H-imidazo[4,5-b]pyridin-5-yloxy]-pyridine-2-carbonitrile